O\N=C(/N)\N1CCCC1 (E)-N'-hydroxypyrrolidine-1-carboximidamide